1-(2,4-dichlorophenyl)-1,2-butanediol ClC1=C(C=CC(=C1)Cl)C(C(CC)O)O